4-(4-(4-fluorobenzyloxy)phenyl)-1H-imidazole FC1=CC=C(COC2=CC=C(C=C2)C=2N=CNC2)C=C1